2-(4-cyclopropyl-6-methoxy-pyrimidin-5-yl)-6-methyl-4-[[4-[1-methyl-4-(trifluoromethyl)imidazol-2-yl]phenyl]methoxy]furo[3,2-d]pyrimidine C1(CC1)C1=NC=NC(=C1C=1N=C(C2=C(N1)C=C(O2)C)OCC2=CC=C(C=C2)C=2N(C=C(N2)C(F)(F)F)C)OC